acryloxybenzyl acrylate C(C=C)(=O)OC(C1=CC=CC=C1)OC(C=C)=O